N-(3-((4,5-Dimethylthiophen-2-yl)ethynyl)-1-methyl-1H-pyrrolo[2,3-b]pyridin-5-yl)acrylamide CC=1C=C(SC1C)C#CC1=CN(C2=NC=C(C=C21)NC(C=C)=O)C